3-(4-methylthiazol-5-yl)bicyclo[1.1.1]pentane-1-carboxamide CC=1N=CSC1C12CC(C1)(C2)C(=O)N